amino-dideoxyguanosine triphosphate P(O)(=O)(OP(=O)(O)OP(=O)(O)O)OC[C@@H]1CC[C@@](O1)(N1C=NC=2C(=O)NC(N)=NC12)N